FC1=C(C(=CC(=C1)CNC1=CC=2N(C=C1)C=CN2)OCC2=CC=C(C=C2)OC)N2CC(NS2(=O)=O)=O 5-[2-fluoro-4-[(imidazo[1,2-a]pyridin-7-ylamino)methyl]-6-[(4-methoxyphenyl)methoxy]phenyl]-1,1-dioxo-1,2,5-thiadiazolidin-3-one